phenyl-4-(2,2,2-trifluoroethoxy)-1,2,5-oxadiazole-3-carboxamide C1(=CC=CC=C1)NC(=O)C1=NON=C1OCC(F)(F)F